N-[4-[(E)-3-[4-[2-Hydroxyethyl(methyl)amino]phenyl]prop-2-enoyl]phenyl]-1-methylpyrrole-2-carboxamide OCCN(C1=CC=C(C=C1)/C=C/C(=O)C1=CC=C(C=C1)NC(=O)C=1N(C=CC1)C)C